ClC1=CC(=CNN1)C(C)C 6-chloro-4-isopropyl-dihydropyridazine